BrC=1C(=NN(C1)C1CCN(CC1)C(=O)OC(C)(C)C)F tert-butyl 4-(4-bromo-3-fluoro-1H-pyrazol-1-yl)piperidine-1-carboxylate